dodecyl-(1,7,7-trimethylbicyclo[2.2.1]heptan-2-yl)sulfane C(CCCCCCCCCCC)SC1C2(CCC(C1)C2(C)C)C